CN1N=CC(=C1C1=NC=C(C(=C1)OC1CN(C1)C(=O)N1N=CCC1C1=CN=C(S1)C)F)C (3-((2-(1,4-dimethyl-1H-pyrazol-5-yl)-5-fluoropyridin-4-yl)oxy)azetidin-1-yl)(5-(2-methylthiazol-5-yl)-4,5-dihydro-1H-pyrazol-1-yl)methanone